IC=1C=C(C=C(C1OC)OC)C1(CC1)C#N 1-(3-iodo-4,5-dimethoxy-phenyl)cyclopropanecarbonitrile